[I-].C(=O)(O)CC[N+]1=C(C(C2=CC(=CC=C12)S(=O)(=O)O)(C)C)C 1-(2-carboxyethyl)-2,3,3-trimethyl-5-sulfo-3H-indol-1-ium iodide